methyl-pyruvate CCC(C(=O)[O-])=O